C(C)N1C2=NC(=NC(=C2N=C1CC)N1CCOCC1)C1=CC(=CC=C1)C1=NN(C=C1)C 1-(9-ethyl-2-(3-(1-methyl-1H-pyrazol-3-yl)phenyl)-6-morpholino-9H-purin-8-yl)ethan